5-[6-cyclopropyl-4-[4-fluoro-2-(3-fluoroazetidine-1-carbonyl)phenyl]pyridin-2-yl]-7-methyl-2-[(2S)-pyrrolidin-2-yl]-3H-imidazo[4,5-c]pyridin-4-one C1(CC1)C1=CC(=CC(=N1)N1C(C2=C(C(=C1)C)N=C(N2)[C@H]2NCCC2)=O)C2=C(C=C(C=C2)F)C(=O)N2CC(C2)F